COC(=O)C(CC=C)CCCCC=C 4-methoxycarbonyl-1,9-decadiene